tert-butyl 4-((4-amino-3-iodo-1H-pyrazolo[3,4-d]pyrimidin-1-yl)methyl)piperidine-1-carboxylate NC1=C2C(=NC=N1)N(N=C2I)CC2CCN(CC2)C(=O)OC(C)(C)C